N1C(CCC2=CC=CC=C12)=O 2-dihydro-quinolinone